2,6-dichloro-3-methylphenyl-urea ClC1=C(C(=CC=C1C)Cl)NC(=O)N